NC1=C2C(=NC=N1)N(N=C2C2=CC=C(C=C2)OC2=CC=CC=C2)C2CCC(CC2)N2CCN(CC2)C2=CN(C=CC=C2)C=2C=C1C(N(C(C1=CC2)=O)[C@H]2C(NC(CC2)=O)=O)=O 5-(3-(4-((1r,4r)-4-(4-amino-3-(4-phenoxyphenyl)-1H-pyrazolo[3,4-d]pyrimidin-1-yl)cyclohexyl)piperazin-1-yl)azepine-1-yl)-2-((R)-2,6-dioxopiperidin-3-yl)isoindole-1,3-dione